m-nitrochlorobenzene C1=CC(=CC(=C1)Cl)[N+](=O)[O-]